(3S)-3-[4-(7-{[2-(trimethylsilyl)ethoxy]methyl}-7H-pyrrolo[2,3-d]pyrimidin-4-yl)-1H-pyrazol-1-yl]butanenitrile C[Si](CCOCN1C=CC2=C1N=CN=C2C=2C=NN(C2)[C@H](CC#N)C)(C)C